2-amino-2-(2-oxo-1H-quinolin-4-yl)acetonitrile NC(C#N)C1=CC(NC2=CC=CC=C12)=O